7-bromo-2-(thiophen-2-yl)quinoxaline BrC1=CC=C2N=CC(=NC2=C1)C=1SC=CC1